2,5-diallyl-2,3-diethyl-phenol C(C=C)C1(C(C=C(C=C1CC)CC=C)O)CC